3-(4-(ethylsulfonamido)-3-((4-fluorobenzyl)oxy)phenyl)5-((5-isopropylpyrazin-2-yl)amino)-1H-pyrazole-4-carboxamide C(C)S(=O)(=O)NC1=C(C=C(C=C1)C1=NNC(=C1C(=O)N)NC1=NC=C(N=C1)C(C)C)OCC1=CC=C(C=C1)F